11-azabicyclo[4.4.1]undecane C12CCCCC(CCCC1)N2